(R)-N-(5-((6-(3-(3,5-difluorophenyl)isoxazolidin-2-yl)pyrimidin-4-yl)amino)-2-((2-(dimethylamino)ethyl)(methyl)amino)-6-(2,2,2-trifluoroethoxy)pyridin-3-yl)acrylamide FC=1C=C(C=C(C1)F)[C@@H]1N(OCC1)C1=CC(=NC=N1)NC=1C=C(C(=NC1OCC(F)(F)F)N(C)CCN(C)C)NC(C=C)=O